5-(difluoromethyl)-1'-[2-({7-oxo-8-[3-hydroxy-3-methylcyclobutyl]-7,8-dihydro-1,8-naphthyridin-3-yl}oxy)ethyl]-1,2-dihydrospiro[indole-3,4'-piperidin]-2-one FC(C=1C=C2C(=CC1)NC(C21CCN(CC1)CCOC=1C=NC=2N(C(C=CC2C1)=O)C1CC(C1)(C)O)=O)F